(2S,3R,4R,5R)-4-[[3-(3,4-difluoro-2-isopropoxy-phenyl)-4,5-dimethyl-5-(trifluoromethyl)tetrahydrofuran-2-carbonyl]amino]pyridine-2-carboxamide FC=1C(=C(C=CC1F)[C@@H]1[C@H](O[C@]([C@@H]1C)(C(F)(F)F)C)C(=O)NC1=CC(=NC=C1)C(=O)N)OC(C)C